COC1=CC=C(C=N1)N1N=C(C2=C1CNOCC2)C2=CC(=NC=C2)[C@H](C)N2C[C@@H](N([C@@H](C2)C)C)C 1-(6-methoxypyridin-3-yl)-3-(2-((S)-1-((3S,5R)-3,4,5-trimethylpiperazin-1-yl)ethyl)pyridin-4-yl)-4,5,7,8-tetrahydro-1H-oxazepino[4,5-c]pyrazole